C(C(=C)C)(=O)OC1=C(C=CC=C1)OC(C(=C)C)=O 3-phenylene dimethacrylate